2-hydroxy-2-(2-furyl)glycolic acid OC(C(=O)O)(O)C=1OC=CC1